potassium bromobenzenesulfonate BrC1=C(C=CC=C1)S(=O)(=O)[O-].[K+]